(S)-3-(1-(3-chloro-5-fluoro-2-(hydroxymethyl)phenyl)ethyl)-2-oxoimidazolidin-1-carboxylic acid tert-butyl ester C(C)(C)(C)OC(=O)N1C(N(CC1)[C@@H](C)C1=C(C(=CC(=C1)F)Cl)CO)=O